N-((R)-1-(3-chloro-5-((dimethylamino)methyl)pyridin-2-yl)-2,2,2-trifluoroethyl)-2-(2,6-dioxopiperidin-3-yl)-1-oxoisoindoline-5-carboxamide ClC=1C(=NC=C(C1)CN(C)C)[C@H](C(F)(F)F)NC(=O)C=1C=C2CN(C(C2=CC1)=O)C1C(NC(CC1)=O)=O